ClC1=CC(=C(C=C1)C1=NC(=CC=2N=C(N(C(C21)=O)C)C)N2C[C@H](OCC2)C2=CC(=NC=C2)OCC(F)(F)F)F 5-(4-chloro-2-fluorophenyl)-2,3-dimethyl-7-((2R)-2-(2-(2,2,2-trifluoroethoxy)-4-pyridinyl)-4-morpholinyl)pyrido[4,3-d]pyrimidin-4(3H)-one